C(C)(=O)OCCC(CC(=CC(C)C)C)C 3,5,7-trimethyloct-5-en-1-yl acetate